4-(((2S)-1-((2,3-dimethyl-5-(2-(piperidin-3-yl)ethoxy)benzyl)amino)-1-oxo-4-phenylbutan-2-yl)amino)-4-oxobutanoic acid CC1=C(CNC([C@H](CCC2=CC=CC=C2)NC(CCC(=O)O)=O)=O)C=C(C=C1C)OCCC1CNCCC1